CC=1C=C(C=CC1CNC(C1=CC=C(C=C1)OC)=O)B(O)O 3-methyl-4-((4-methoxybenzoylamino)methyl)phenylboronic acid